C1(=CC=CC=C1)C(C1CN(C1)C(=O)C=1C=CC2=C(NC(CO2)=O)C1)C1=CC=C(C=C1)C(F)(F)F 6-[3-[phenyl-[4-(trifluoromethyl)phenyl]methyl]azetidine-1-carbonyl]-4H-1,4-benzoxazin-3-one